3-(1-(Cyclopropylamino)propyl)-2-fluorobenzonitrile C1(CC1)NC(CC)C=1C(=C(C#N)C=CC1)F